(2S,4R)-1-[(2S)-3,3-dimethyl-2-[(2-oxospiro[3.5]nonane-7-carbonyl)amino]butanoyl]-N-[(4-ethynylphenyl)methyl]-4-hydroxy-pyrrolidine-2-carboxamide CC([C@@H](C(=O)N1[C@@H](C[C@H](C1)O)C(=O)NCC1=CC=C(C=C1)C#C)NC(=O)C1CCC2(CC(C2)=O)CC1)(C)C